COC1=C(OC=2C=C(C=C(C2C1=O)O)O)C1=CC=C(O)C=C1 3-O-methylkaempferol